S1C(=CC=C1)C[C@H](N)C(=O)O L-β-2-Thienylalanine